C(CS)S 1,2-ethanedi-thiol